(4-chloropyridin-2-yl)(3-(2'-ethyl-3-(hydroxymethyl)biphenyl-4-yl)pyrrolidin-1-yl)methanone ClC1=CC(=NC=C1)C(=O)N1CC(CC1)C1=C(C=C(C=C1)C1=C(C=CC=C1)CC)CO